FC=1C=NC=CC1N1C[C@H](N([C@@H](C1)C)C(=O)NCC1=CC(=CC=C1)OC)C (2R,6R)-4-(3-Fluoropyridin-4-yl)-N-(3-methoxybenzyl)-2,6-dimethylpiperazine-1-carboxamide